ClC=1C(=C(C=CC1)[C@H]1[C@@H](NC2(CCCCC2)[C@@]12C(NC1=CC(=CC=C21)OCC)=O)C(=O)OC)F methyl (3'R,4'S,5'R)-4'-(3-chloro-2-fluorophenyl)-6''-ethoxy-2''-oxodispiro[cyclohexane-1,2'-pyrrolidine-3',3''-indoline]-5'-carboxylate